3-(5-(isoxazol-5-yl)pyridin-3-yl)phenyl octylcarbamate C(CCCCCCC)NC(OC1=CC(=CC=C1)C=1C=NC=C(C1)C1=CC=NO1)=O